O=C[C@H](O)C[C@H](O)[C@H](O)CO 3-deoxy-D-glucose